NC1=NC=NC=2N(C3=CC(=C(C=C3C21)C)F)CC(=O)N2[C@@H]1C[C@@H]1C[C@H]2C(=O)NC2=NC(=CC=C2)Br (1R,3S,5R)-2-(2-(4-amino-7-fluoro-6-methyl-9H-pyrimido[4,5-b]indol-9-yl)acetyl)-N-(6-bromopyridin-2-yl)-2-azabicyclo[3.1.0]hexane-3-carboxamide